CS(=O)(=O)C1=CC=C(CN2N=C(C=C2)C(=O)OC=2C=NC=C(C2)Cl)C=C1 5-Chloropyridin-3-yl 1-(4-(methylsulfonyl) benzyl)-1H-pyrazole-3-carboxylate